2,4-di-nitrophenylhydroxylamine [N+](=O)([O-])C1=C(C=CC(=C1)[N+](=O)[O-])NO